CN(C=1C=CC(=NC1)NC(=O)C1CN(C1)C1=CC(=C2C(C(=CN(C2=N1)C1=NC=NS1)C(=O)O)=O)C)C 7-(3-{[5-(Dimethylamino)pyridin-2-yl]carbamoyl}azetidin-1-yl)-5-methyl-4-oxo-1-(1,2,4-thiadiazol-5-yl)-1,4-dihydro-1,8-naphthyridine-3-carboxylic acid